2-phenyl-1,2-benzoselenazol-3(2H)-one C1(=CC=CC=C1)N1[Se]C2=C(C1=O)C=CC=C2